N-[(1S)-1-[4-({2-chloro-7-[(1S)-1-methoxyethyl]-[1,2,4]triazolo[1,5-a]pyrimidin-6-yl}amino)-2-methylphenyl]-2,2,2-trifluoroethyl]-N-methyl-1,1-dioxo-1λ6-thiane-4-carboxamide ClC1=NN2C(N=CC(=C2[C@H](C)OC)NC2=CC(=C(C=C2)[C@@H](C(F)(F)F)N(C(=O)C2CCS(CC2)(=O)=O)C)C)=N1